FC=1C=C2C(=NC(=NC2=C(C1C1=C2C=NNC2=CC(=C1OC(F)(F)F)C)F)OCC1(CC1)CN1CCOCC1)N1C[C@@]2(CC[C@H](C1)N2)C 4-((1-(((6,8-difluoro-7-(6-methyl-5-(trifluoromethoxy)-1H-indazol-4-yl)-4-((1S,5R)-1-methyl-3,8-diazabicyclo[3.2.1]octan-3-yl)quinazolin-2-yl)oxy)methyl)cyclopropyl)methyl)morpholine